2-(2-fluoropyridin-4-yl)pyrimidine FC1=NC=CC(=C1)C1=NC=CC=N1